FC1([C@H](C1)C1=C(C=C(C=C1F)F)[C@@H]1C2=C(NC(=C1C(=O)OC)C)COC2=O)F Methyl (S)-4-(2-((R)-2,2-difluorocyclopropyl)-3,5-difluorophenyl)-2-methyl-5-oxo-1,4,5,7-tetrahydrofuro[3,4-b]pyridine-3-carboxylate